4-(2,4-difluorophenyl)-2-((5R)-5-methyl-2-(2-propenoyl)-2,6-diazaspiro[3.4]octan-6-yl)-7-(4-methyl-1,3-thiazol-5-yl)-5,6,7,8-tetrahydro-1,7-naphthyridine-3-carbonitrile FC1=C(C=CC(=C1)F)C1=C(C(=NC=2CN(CCC12)C1=C(N=CS1)C)N1[C@@H](C2(CN(C2)C(C=C)=O)CC1)C)C#N